N1=C(C=CC=C1)\C(\CC)=N\NC(N)=S (E)-2-(1-(pyridin-2-yl)propylidene)hydrazine-1-carbothioamide